4-((2S,5R)-4-acryloyl-2,5-dimethylpiperazin-1-yl)-6-chloro-1-(2-ethyl-6-(methylsulfonyl)phenyl)-7-(2-fluoro-6-hydroxyphenyl)pyridino[2,3-d]pyrimidin-2(1H)-one C(C=C)(=O)N1C[C@@H](N(C[C@H]1C)C=1C2=C(N(C(N1)=O)C1=C(C=CC=C1S(=O)(=O)C)CC)N=C(C(=C2)Cl)C2=C(C=CC=C2O)F)C